C(C)(=O)O\C=C/CCCCCCCCCCC=CCC (Z)-hexadecen-13-en-1-yl acetate